(2S,4S)-1-((4-((2-chloro-[1,1'-biphenyl]-3-yl)amino)thiazolo[4,5-c]pyridin-2-yl)methyl)-4-hydroxypyrrolidine-2-carboxylic acid ClC1=C(C=CC=C1NC1=NC=CC2=C1N=C(S2)CN2[C@@H](C[C@@H](C2)O)C(=O)O)C2=CC=CC=C2